C(CCCCCCCCC\C=C/CCCCCCCC)(=O)O (Z)-eicosa-11-enoic acid